C(CC)NC=1N=C(NN1)N 5-Propylamino-2H-1,2,4-triazol-3-amine